C(C)(C)[Si](OCC(CC)O)(C(C)C)C(C)C ((triisopropylsilyl)oxy)butan-2-ol